(R)-5-((3-bromophenyl)(cyclohexyl)methyl)-4-methyl-4H-1,2,4-triazole-3-thiol BrC=1C=C(C=CC1)[C@H](C=1N(C(=NN1)S)C)C1CCCCC1